6-caprolactone C1(CCCCCO1)=O